(Z)-5-((1H-pyrrolo[3,2-c]pyridin-3-yl)methylene)-2-thioxothiazolidin-4-one N1C=C(C=2C=NC=CC21)\C=C/2\C(NC(S2)=S)=O